2-(thiocyanomethylmercapto)benzothiazole S(C#N)CSC=1SC2=C(N1)C=CC=C2